2-mercaptophenol mercury [Hg].SC1=C(C=CC=C1)O